S-trisulfanylcysteine S(SS)SC[C@H](N)C(=O)O